(1S,2S,3S)-N-(7-chloro-6-(1-((3S,4S)-4-fluoro-3-methyltetrahydrofuran-3-yl)piperidin-4-yl)isoquinolin-3-yl)-2-methyl-3-(1-methyl-1H-pyrazol-4-yl)cyclopropane-1-carboxamide ClC1=C(C=C2C=C(N=CC2=C1)NC(=O)[C@H]1[C@H]([C@@H]1C=1C=NN(C1)C)C)C1CCN(CC1)[C@]1(COC[C@H]1F)C